3-hydroxy-6-(1H-imidazol-1-yl)-N-((1r,4r)-4-methoxycyclohexyl)picolinamide OC=1C(=NC(=CC1)N1C=NC=C1)C(=O)NC1CCC(CC1)OC